OCC(CO)(CO)C(C)C 2-(hydroxymethyl)-2-isopropyl-propane-1,3-diol